ClC1=CC(=C2C(=N1)N(N=N2)[C@H]2[C@@H]([C@@H]([C@H](O2)COC(CO)P(O)(O)=O)O)O)NC2CCCC2 (1-(((2R,3S,4R,5R)-5-(5-chloro-7-(cyclopentylamino)-3H-[1,2,3]triazolo[4,5-b]pyridin-3-yl)-3,4-dihydroxytetrahydrofuran-2-yl)methoxy)-2-hydroxyethyl)phosphonic acid